(4-methyl-1,1-dioxo-thian-4-yl)imidazo[1,2-a]pyridine-2-carboxamide CC1(CCS(CC1)(=O)=O)C1=C(N=C2N1C=CC=C2)C(=O)N